Cl.N1C(=NC=C1)B(O)O 1H-IMIDAZOL-2-YLBORONIC ACID HYDROCHLORIDE